C(C)(C)(C)OOC(C)(CCC(C)(C)OOC(C)(C)C)C 2,5-Bis(tert-butylperoxy)-2,5-dimethylhexane